FC1([C@H](C1)C1=CNC=2N=CN=C(C21)N[C@@H]2CC[C@@H](N(C2)C(C=C)=O)CC)F 1-((2S,5R)-5-((5-((R)-2,2-difluorocyclopropyl)-7H-pyrrolo[2,3-d]pyrimidin-4-yl)amino)-2-ethylpiperidin-1-yl)prop-2-en-1-one